FC1=CC=C(C=C1)C1=NN2C(CN(CC2CCO)C(C=C)=O)=C1C1=CC=NC=C1 1-(2-(4-fluorophenyl)-7-(2-hydroxyethyl)-3-(pyridin-4-yl)-6,7-dihydropyrazolo[1,5-a]pyrazin-5(4H)-yl)prop-2-en-1-one